ethane-1,2-diylbis(4-diazo-2,3,5,6-tetrafluorobenzoate) C(CC1(C(=O)[O-])C(=C(C(C(=C1F)F)=[N+]=[N-])F)F)C1(C(=O)[O-])C(=C(C(C(=C1F)F)=[N+]=[N-])F)F